3-(2-((4-(4-(1,2-di(4-hydroxyphenyl)but-1-en-1-yl)phenyl)piperazin-1-yl)methyl)phenyl)piperidine-2,6-dione OC1=CC=C(C=C1)C(=C(CC)C1=CC=C(C=C1)O)C1=CC=C(C=C1)N1CCN(CC1)CC1=C(C=CC=C1)C1C(NC(CC1)=O)=O